Cl.[Cl-].NCCCCCCNC(CCCCC[N+]1=C(C(C2=CC=CC=C12)(C)C)\C=C\C=C/1\N(C2=CC=CC=C2C1(C)C)C)=O 1-[6-(6-aminohexylamino)-6-oxohexyl]-3,3-dimethyl-2-[(1E,3E)-3-(1,3,3-trimethylindolin-2-ylidene)prop-1-enyl]-3H-indolium chloride hydrochloride